Di-Benzoyl-D-tartrate C(C1=CC=CC=C1)(=O)[C@@]([C@@](C(=O)[O-])(O)C(C1=CC=CC=C1)=O)(O)C(=O)[O-]